5-(chloromethyl)-2-isopropoxypyridine ClCC=1C=CC(=NC1)OC(C)C